FC(COC(=O)N1[C@H]([C@]2(CCOC(N2)=O)CCC1)CO[C@@H]1CC[C@@H](CC1)C1=CC=CC=C1)F |o1:7,8| 2,2-difluoroethyl-rel-(6R,7R)-2-oxo-7-({[(CIS)-4-phenylcyclohexyl]oxy} methyl)-3-oxa-1,8-diazaspiro[5.5]undecane-8-carboxylate